N[C@@H](CC(C([2H])([2H])[2H])C[2H])C(=O)O leucine-5,5',5',5'-d